COC1=NN(C(=C1)C)C1=NC(=CC=C1CO)N1C=NC2=C1C=CC(=C2)NC=2N=NC(=CC2)C 2-(3-methoxy-5-methyl-pyrazol-1-yl)-6-[5-[(6-methylpyridazin-3-yl)amino]benzimidazol-1-yl]-3-pyridyl-methanol